2-Fluoro-5-((6-fluoro-4-methyl-1-(phenylsulfonyl)-1H-indol-5-yl)thio)benzonitrile FC1=C(C#N)C=C(C=C1)SC=1C(=C2C=CN(C2=CC1F)S(=O)(=O)C1=CC=CC=C1)C